Cl.C12CN=C(C2C1)N 3-azabicyclo[3.1.0]hex-3-en-4-amine hydrochloride